2-(1-benzhydryl-piperidin-4-yl)-4,4-difluoro-1,2,3,4-tetrahydroisoquinoline C(C1=CC=CC=C1)(C1=CC=CC=C1)N1CCC(CC1)N1CC2=CC=CC=C2C(C1)(F)F